N1=C(C=CC=C1)O[C@H]1CN(CC1)C1=C(C=C(C=C1)C1=CC=CC=C1)C(=O)N (R)-4-(3-(pyridin-2-yloxy)pyrrolidin-1-yl)biphenyl-3-carboxamide